sodium-calcium-zinc [Zn].[Ca].[Na]